COC(C1=C(C=NC=C1)SC1=C(C=C(C=C1)C(=O)OC)[N+](=O)[O-])=O 3-{[4-(Methoxycarbonyl)-2-nitrophenyl]thio}isonicotinic acid methyl ester